2-(3-pentadecyl-phenoxymethyl)oxirane C(CCCCCCCCCCCCCC)C=1C=C(OCC2OC2)C=CC1